sodium (2-fluoro-3-nitrophenyl)methanesulfonate FC1=C(C=CC=C1[N+](=O)[O-])CS(=O)(=O)[O-].[Na+]